O=C1NC(CCC1N1C(C2=CC=C(C=C2C1=O)CN1CCN(CC1)C1=CC=C(C=C1)OC)=O)=O 2-(2,6-dioxopiperidin-3-yl)-5-((4-(4-methoxyphenyl)piperazin-1-yl)methyl)isoindoline-1,3-dione